2-[2-amino-5-(3-methoxyphenoxy)pyrimidin-4-yl]-5-methoxyphenol NC1=NC=C(C(=N1)C1=C(C=C(C=C1)OC)O)OC1=CC(=CC=C1)OC